N1=NN=NC1=C1N=NN=N1.[NH4+].[NH4+] diammonium bitetrazole